CN1CC2=CC=CC=C2C1=O 2-methyl-3-oxoisoindolin